2-methylsulfanyl-4-(tetrahydrofuran-3-ylamino)pyrimidine-5-carbaldehyde CSC1=NC=C(C(=N1)NC1COCC1)C=O